BrC=1C(=NC(=C(C1)C)C(F)(F)F)N1CCC(CCC1)(F)F [3-bromo-5-methyl-6-(trifluoromethyl)-2-pyridyl]-4,4-difluoro-azepane